(E)-6,10-dimethylundeca-5,9-dien-2-ol C\C(=C/CCC(C)O)\CCC=C(C)C